FC(F)(F)C1=C(C=CC=C1)OB([O-])[O-] [(trifluoromethyl) phenyl]borate